FC(C(=O)O)(F)F.FC1=CC(=C(OCCC(=O)O)C=C1)CNC 3-(4-fluoro-2-((methylamino)methyl)phenoxy)propanoic acid trifluoroacetate salt